FC=1C=C(C=C(C1)F)[C@@H]1CC=NN1C(=O)[C@H]1CCN(C2(CC2)C1)C1=CC(=NC=N1)C(=O)N(C)C 6-((S)-7-((S)-5-(3,5-difluorophenyl)-4,5-dihydro-1H-pyrazole-1-carbonyl)-4-azaspiro[2.5]oct-4-yl)-N,N-dimethylpyrimidine-4-carboxamide